N1(C=NC=C1)CCCNC(=O)C1=NOC(=C1)C=1OC=CC1 N-(3-(1H-imidazol-1-yl)propyl)-5-(furan-2-yl)isoxazole-3-carboxamide